CC1=C(C=C(C=C1Cl)Cl)Br 2-methyl-3,5-dichlorobromobenzene